(R)-5-((((2'-(2-chloro-3-((3-fluoro-4-((((S)-2-hydroxypropyl)amino)methyl)pyridin-2-yl)amino)phenyl)-6-methoxy-3'-methyl-[2,4'-bipyridin]-5-yl)methyl)amino)methyl)pyrrolidin-2-one ClC1=C(C=CC=C1NC1=NC=CC(=C1F)CNC[C@H](C)O)C1=NC=CC(=C1C)C1=NC(=C(C=C1)CNC[C@H]1CCC(N1)=O)OC